C(C)(C)(C)OC(=O)N[C@@H](CC1=CC=C(C=C1)O)C(=O)OC Methyl (tert-butoxycarbonyl)-L-tyrosinate